OC1=C(C=C(C=C1)C(C(/C=C/C(=O)OC)=O)=O)OC methyl (2E)-5-(4-hydroxy-3-methoxyphenyl)-4,5-dioxopent-2-enoate